FC1=C(C=C(C=C1C[C@@H]1N(C2CC([C@@H]1NS(=O)(=O)C)(C2)F)C(C(C)([2H])O)=O)F)C2=CC=CC=C2 N-{(3S,4R)-3-[(2,5-difluoro[biphenyl]-3-yl)methyl]-5-fluoro-2-[2-hydroxy(2-2H)propanoyl]-2-azabicyclo[3.1.1]heptan-4-yl}methanesulfonamide